ClC=1C=C(C=CC1C)CNC1=C2C(=NC(=N1)SC)N(N=C2)C N-[(3-chloro-4-methyl-phenyl)methyl]-1-methyl-6-methylsulfanyl-pyrazolo[3,4-d]pyrimidin-4-amine